2-Benzyl 1-(tert-butyl) 4-azidopiperidine-1,2-dicarboxylate N(=[N+]=[N-])C1CC(N(CC1)C(=O)OC(C)(C)C)C(=O)OCC1=CC=CC=C1